(trifluoromethyl)pyrimidine-4-carboxamide FC(F)(F)C1=NC=CC(=N1)C(=O)N